C(#N)C=1C=C(C=CC1)[Se][Se]C1=CC(=CC=C1)C#N dl-m-cyanophenyl diselenide